COC=1C=CC=2C3(C4=CC=C(C=C4C2C1)OC)C1=CC=CC=C1N(C=1C=CC=CC13)C(COP(O)(O)=O)CC (2-(3',6'-dimethoxy-10H-spiro[acridin-9,9'-fluorene]-10-yl)butyl)phosphoric acid